2''-bromo-5'',6''-dimethoxydispiro[imidazolidine-4,1'-cyclohexane-4',1''-indene]-2,5-dione BrC=1C2(C3=CC(=C(C=C3C1)OC)OC)CCC1(CC2)NC(NC1=O)=O